ClC1=CC=C2C(N(C=NC2=C1)[C@@H](C(=O)NC1=CC(=C(C=C1)C=1N=COC1C)F)C)=O (R)-2-(7-chloro-4-oxoquinazolin-3(4H)-yl)-N-(3-fluoro-4-(5-methyloxazol-4-yl)phenyl)propanamide